4-(2-(3-(3-chloro-2-fluoro-6-(2H-tetrazol-2-yl)phenyl)acrylamido)-2-phenylacetamido)benzoic acid tert-butyl ester C(C)(C)(C)OC(C1=CC=C(C=C1)NC(C(C1=CC=CC=C1)NC(C=CC1=C(C(=CC=C1N1N=CN=N1)Cl)F)=O)=O)=O